4-fluorophenyl (S)-8-(hydroxycarbamoyl)-3-methyl-2,3-dihydrobenzo[f][1,4]oxazepine-4(5H)-carboxylate ONC(=O)C1=CC2=C(CN([C@H](CO2)C)C(=O)OC2=CC=C(C=C2)F)C=C1